(3R)-3-amino-2,3-dihydrothiophene-1,1-dioxid N[C@H]1CS(C=C1)(=O)=O